3-Hydroxy-N-[2-hydroxy-5-[(E)-3-oxo-3-phenylprop-1-enyl]phenyl]benzenesulfonamide OC=1C=C(C=CC1)S(=O)(=O)NC1=C(C=CC(=C1)\C=C\C(C1=CC=CC=C1)=O)O